3-Phenylcyclobutane-1-carbaldehyde C1(=CC=CC=C1)C1CC(C1)C=O